N-(6-(2H-1,2,3-triazol-2-yl)-5-(trifluoromethyl)pyridin-3-yl)-4-(3-aminopyridin-4-yl)-5-fluoro-2-methylbenzamide N=1N(N=CC1)C1=C(C=C(C=N1)NC(C1=C(C=C(C(=C1)F)C1=C(C=NC=C1)N)C)=O)C(F)(F)F